[N-](S(=O)(=O)C(F)(F)F)S(=O)(=O)C(F)(F)F.C(C)[N+]1(CCCC1)CCC 1-ethyl-1-propylpyrrolidinium bis(trifluoromethanesulfonyl)imide